[Si](C1=CC=CC=C1)(C1=CC=CC=C1)(C(C)(C)C)OCC1CCC(CC1)OCCN1CC2=CC=CC=C2C1 2-(2-(((1r,4r)-4-(((tert-butyldiphenylsilyl)oxy)methyl)cyclohexyl)oxy)ethyl)isoindoline